CC1(C2=CC=C3C=C(C(NC3=C2NCC1)=C=O)C(=O)OC1=C(C(=C(C(=C1F)F)F)F)F)C pentafluorophenyl 7,7-dimethyl-2-carbonyl-1,2,7,8,9,10-hexahydro-1,10-phenanthroline-3-carboxylate